C(C)(C)(C)C1=CC(=C(C=C1O)CC(=O)NC1=CC(=NC=C1)C(=O)N[C@@](CO)(C)C#N)F 4-[[2-(4-tert-butyl-2-fluoro-5-hydroxy-phenyl)acetyl]amino]-N-[(1S)-1-cyano-2-hydroxy-1-methyl-ethyl]pyridine-2-carboxamide